N,N'-dimethyl-N,N'-dibenzyl-3,6-dimethyleneoct-4-ene-1,8-diamine CN(CCC(C=CC(CCN(CC1=CC=CC=C1)C)=C)=C)CC1=CC=CC=C1